2-(4-carboxyphenyl)-3,4-dihydroisoquinoline C(=O)(O)C1=CC=C(C=C1)N1CC2=CC=CC=C2CC1